CS(=O)C1=NC(=CC(=N1)C1=CC(=CC=C1)OCC#C)C(F)(F)F 2-(methylsulfinyl)-4-(3-(prop-2-yn-1-yloxy)phenyl)-6-(trifluoromethyl)pyrimidine